BrCC(=O)C1=C(C(=NC=C1)C1(CC1)C#N)F 1-(4-(2-bromoacetyl)-3-fluoropyridin-2-yl)cyclopropane-1-carbonitrile